CCCCCCCCCCCCCC(=O)O[C@H](CCCCCCCCCCC)CC(=O)O[C@@H]1[C@H]([C@@H](O[C@@H]([C@H]1OP(=O)(O)O)CO[C@@]2(C[C@H]([C@H]([C@H](O2)[C@@H](CO)O)O)O[C@@]3(C[C@H]([C@H]([C@H](O3)[C@@H](CO)OP(=O)(O)OCCN)O)O)C(=O)O)C(=O)O)OC[C@@H]4[C@H]([C@@H]([C@H]([C@H](O4)OP(=O)(O)O)NC(=O)C[C@@H](CCCCCCCCCCC)O)OC(=O)C[C@@H](CCCCCCCCCCC)O)O)NC(=O)C[C@@H](CCCCCCCCCCC)OC(=O)CCCCCCCCCCC The molecule is a derivative of Kdo2-lipid A having a phosphoethanolamine at position 7 of one of the Kdo residues. It is a member of lipid As, a dodecanoate ester and a tetradecanoate ester. It derives from a (Kdo)2-lipid A (E. coli). It is a conjugate acid of a phosphoethanolamine-Kdo2-lipid A(6-).